N1(CCCC1)C1=CC(NN1)=O 5-(pyrrolidin-1-yl)-1,2-dihydro-pyrazol-3-one